5-Bromo-6-chloro-3-indolyl phosphate disodium salt [Na+].[Na+].P(=O)(OC1=CNC2=CC(=C(C=C12)Br)Cl)([O-])[O-]